C(/C1=CC=CC=C1)=C(\C=C(\CO)/C)/CCCCCC (E)-4-((E)-benzylidene)-2-methyldec-2-en-1-ol